3-(3,4-Dimethylphenyl)-5,7-di-tert-butylbenzofuran-2-on CC=1C=C(C=CC1C)C1C(OC2=C1C=C(C=C2C(C)(C)C)C(C)(C)C)=O